5-chloro-3-(5-(3-chloropyridin-2-yl)-4-methyl-4H-1,2,4-triazol-3-yl)-2-(difluoromethoxy)pyridine ClC=1C=C(C(=NC1)OC(F)F)C1=NN=C(N1C)C1=NC=CC=C1Cl